methyl trans-4-[(8-fluoro-2-methyl-imidazo[1,2-a]pyridin-6-yl)methyl]cyclohexanecarboxylate FC=1C=2N(C=C(C1)C[C@@H]1CC[C@H](CC1)C(=O)OC)C=C(N2)C